1-carbonyl-isoindoline-4-carboxamide tert-butyl-(3R,4R)-3-(acetyloxy)-4-({5-bromo-7-isopropylimidazo[4,3-f][1,2,4]triazin-2-yl}amino)piperidine-1-carboxylate C(C)(C)(C)OC(=O)N1C[C@H]([C@@H](CC1)NC1=NN2C(C=N1)=C(N=C2C(C)C)Br)OC(C)=O.C(=O)=C2NCC=1C(=CC=CC21)C(=O)N